ClC1=NC(=NC=C1C(F)(F)F)NC=1C(=CC(=NC1)N1CC2N(C(C1)C2)C(=O)OC(C)(C)C)C2CC2 tert-butyl 3-(5-((4-chloro-5-(trifluoromethyl)pyrimidin-2-yl)amino)-4-cyclopropylpyridin-2-yl)-3,6-diazabicyclo[3.1.1]heptane-6-carboxylate